NC=1N=C(C2=C(N1)C(=NN2CC2=C(C=C(C=C2)CO)OC)C)NCC2=NOC(=N2)C (4-((5-Amino-3-methyl-7-(((5-methyl-1,2,4-oxadiazol-3-yl)methyl)amino)-1H-pyrazolo[4,3-d]pyrimidin-1-yl)methyl)-3-methoxyphenyl)methanol